FC=1C=C(C=C(C1)OC)[C@@H](CO)NC([C@H](C)N1C=NN2C(C1=O)=CC(=C2)C2=NC(=NC=C2C)NC2CCOCC2)=O (S)-N-((S)-1-(3-fluoro-5-methoxyphenyl)-2-hydroxyethyl)-2-(6-(5-methyl-2-((tetrahydro-2H-pyran-4-yl)amino)pyrimidin-4-yl)-4-oxopyrrolo[2,1-f][1,2,4]triazin-3(4H)-yl)propionamide